C1(=CC=CC=C1)[Si](C1=CC=C(C=C1)C(=O)O)(C1=CC=CC=C1)C1=CC=CC=C1 (4-(triphenylsilyl)phenyl)carboxylic acid